O=C1CCCC=C1C(N)=S 6-oxocyclohex-1-ene-1-carbothioamide